(S)-2-(5-chloro-3-cyano-4,6-dimethyl-pyridin-2-yl-amino)-N-(4-fluorophenyl)-3-(4-hydroxyphenyl)-N-methyl-propanamide ClC=1C(=C(C(=NC1C)N[C@H](C(=O)N(C)C1=CC=C(C=C1)F)CC1=CC=C(C=C1)O)C#N)C